2-chloro-6-(difluoromethyl)-7-(4-methoxybenzyl)-7H-pyrrolo[2,3-d]pyrimidine ClC=1N=CC2=C(N1)N(C(=C2)C(F)F)CC2=CC=C(C=C2)OC